2-(2-cyano-2-(9H-xanthen-9-ylidene) acetoxy)-2-methylpropyl acrylate C(C=C)(=O)OCC(C)(C)OC(C(=C1C2=CC=CC=C2OC=2C=CC=CC12)C#N)=O